BrC=1C(=CC2=C(SC(=C2)C(=O)[O-])C1)C(P(=O)([O-])[O-])(F)F 6-BROMO-5-(DIFLUORO(PHOSPHONATO)METHYL)BENZO[B]THIOPHENE-2-CARBOXYLATE